6-[1-({4-[5-(difluoromethyl)-1,3,4-oxadiazol-2-yl]-2,3-difluorophenyl}methyl)-1H-1,2,3-triazol-4-yl]-N-methylquinazolin-2-amine FC(C1=NN=C(O1)C1=C(C(=C(C=C1)CN1N=NC(=C1)C=1C=C2C=NC(=NC2=CC1)NC)F)F)F